C(C)(C)(C)OC(CC[C@H](NC(=O)OCC1C2=CC=CC=C2C2=CC=CC=C12)C(=O)O)=O N-Fmoc-glutamic acid-5-tert-butyl ester